ClC1=C(N=C2N=C(N(C2=C1)COCC[Si](C)(C)C)OC1CCC1)C1=CC=C(C=C1)C1CCNCC1 [2-({6-chloro-2-cyclobutoxy-5-[p-(4-piperidyl)phenyl]-1H-1,3,4-triazainden-1-yl}methoxy)ethyl]tris(methyl)silane